C(C=1C(O)=CC=CC1)NNC(=N)N salicylaminoguanidine